(2-fluoroethoxy)-4-(6-(6-((5-methoxypyrazin-2-yl)methyl)-3,6-diazabicyclo[3.1.1]heptan-3-yl)pyridin-3-yl)-6-oxopyrimidine-5-carbonitrile FCCOC=1NC(C(=C(N1)C=1C=NC(=CC1)N1CC2N(C(C1)C2)CC2=NC=C(N=C2)OC)C#N)=O